Cl.C(C1=CC=CC=C1)OC([C@H](N)CO)=O (R)-serine benzyl ester HCl